C1(C=CCCC1)O cyclohex-2-en-1-ol